5-chloro-7-{[(thiophen-2-yl)methyl]amino}thieno[3,2-b]pyridin ClC1=CC(=C2C(=N1)C=CS2)NCC=2SC=CC2